Methyl (S)-2-((1R,2S,5S)-3-((S)-2-(3-(tert-butyl)ureido)-3,3-dimethylbutanoyl)-6,6-dimethyl-3-azabicyclo[3.1.0]hexane-2-carboxamido)-3-((S)-2-oxopyrrolidin-3-yl)propanoate C(C)(C)(C)NC(N[C@H](C(=O)N1[C@@H]([C@H]2C([C@H]2C1)(C)C)C(=O)N[C@H](C(=O)OC)C[C@H]1C(NCC1)=O)C(C)(C)C)=O